BrC=1C=C2C(NN=C(C2=CC1)CN1C(C2=CC=CC=C2C1=O)=O)=O 2-((6-bromo-4-oxo-3,4-dihydrophthalazin-1-yl)methyl)isoindoline-1,3-dione